O=C1NC(CCC1N1C(C2=CC=C(C=C2C1=O)C=CC(=O)OC(C)(C)C)=O)=O tert-butyl 3-(2-(2,6-dioxopiperidin-3-yl)-1,3-dioxoisoindolin-5-yl)acrylate